methoxy-10H-spiro[anthracene-9,9'-fluorene]-10-one COC1=CC=CC=2C3=CC=CC=C3C3(C12)C1=CC=CC=C1C(C=1C=CC=CC13)=O